FC1=CC(=C(C=C1)C1=CC=CC(=C1)F)C(C)(C)F 4',5-difluoro-2'-(2-fluoropropan-2-yl)-[1,1'-biphenyl]